C1(=CC=CC=C1)C=1N=C(SC1)NC(C(C#N)N=NC1=CC=C(C=C1)OC)=O N-(4-phenylthiazol-2-yl)-2-(p-methoxyphenylazo)-2-cyanoacetamide